(E)-(8-(4-((2-methoxy-4-(3-methoxy-3-oxoprop-1-en-1-yl)phenoxy)carbonyl)phenoxy)octyl)phosphonic acid COC1=C(OC(=O)C2=CC=C(OCCCCCCCCP(O)(O)=O)C=C2)C=CC(=C1)\C=C\C(=O)OC